(S)-(5-(3,4-difluorophenyl)-1,3,4-oxadiazol-2-yl)(4-(5-fluorobenzo[d]oxazol-2-yl)-6,7-dihydro-1H-imidazo[4,5-c]pyridin-5(4H)-yl)methanone FC=1C=C(C=CC1F)C1=NN=C(O1)C(=O)N1[C@@H](C2=C(CC1)NC=N2)C=2OC1=C(N2)C=C(C=C1)F